N12C[C@@H](C(CC1)CC2)O (R)-3-quinuclidinol